OC1=CC=C(C=C1)NC=1C=CC(=C(C1)O)NC(C)CC(C)C 5-((4-hydroxyphenyl)amino)-2-((4-methylpent-2-yl)amino)phenol